FC(OC1=CC=C(C=N1)C(=O)O)(F)F 6-(trifluoromethoxy)pyridine-3-carboxylic acid